2-(4-(1-((6-Bromo-2-(2,6-dioxopiperidin-3-yl)-1-oxoisoindoline-5-yl)methyl)piperidine-4-yl)phenyl)-2H-indazole-7-carboxamide BrC1=C(C=C2CN(C(C2=C1)=O)C1C(NC(CC1)=O)=O)CN1CCC(CC1)C1=CC=C(C=C1)N1N=C2C(=CC=CC2=C1)C(=O)N